C(C1=CC=CC=C1)O[C@@H](C(=O)OC)C methyl (R)-2-(benzyloxy)propanoate